FC(C1=C(C(C(=O)O)=C(C(=C1C(=O)O)C(=O)O)C(F)(F)F)C(=O)O)(F)F 3,6-bis(trifluoromethyl)pyromellitic acid